4-amino-7-fluoro-N-methyl-N-[6-(trifluoromethyl)tetralin-1-yl]imidazo[1,5-a]quinoxaline-8-carboxamide NC=1C=2N(C3=CC(=C(C=C3N1)F)C(=O)N(C1CCCC3=CC(=CC=C13)C(F)(F)F)C)C=NC2